C/1=C/CC\C=C/CC1 (1Z,5Z)-Cycloocta-1,5-dien